5-Amino-1-(1-phenylpropyl)-1H-pyrazole-4-carboxylic acid NC1=C(C=NN1C(CC)C1=CC=CC=C1)C(=O)O